N1(CCNCC1)C1=NC=C(C=N1)C1(CCC1)O 1-(2-(Piperazin-1-yl)pyrimidin-5-yl)cyclobutanol